3-(6-amino-3-azabicyclo[3.1.0]hexan-3-yl)-6-((2,3-dichlorophenyl)thio)pyrazin-2(1H)-one NC1C2CN(CC12)C=1C(NC(=CN1)SC1=C(C(=CC=C1)Cl)Cl)=O